N[NH3+] amino(ammonium)